OC=1C=C(C=CC1O)/C=C/C(=O)NCC=1N=NN(C1)CC1=CC(=CC=C1)F (E)-3-(3,4-dihydroxyphenyl)-N-((1-(3-fluorobenzyl)-1H-1,2,3-triazol-4-yl)methyl)acrylamide